6-bromo-7-fluorobenzo[d]isothiazole BrC1=C(C2=C(C=NS2)C=C1)F